ClC=1C=C(C=CC1)C1=NN=C(O1)NC(C1=CC=C(C=C1)C(F)(F)F)=O N-(5-(3-chlorophenyl)-1,3,4-oxadiazol-2-yl)-4-(trifluoromethyl)benzamide